N-(6-methyl-2-pyridyl)-thioUrea CC1=CC=CC(=N1)NC(=S)N